4-(6-(Ethyl-(isopropyl)amino)-4-(trifluoromethyl)pyridinamido)benzoic acid C(C)N(C1=CC(=CC(=N1)C(=O)NC1=CC=C(C(=O)O)C=C1)C(F)(F)F)C(C)C